(4-(tert-butyl)phenyl)-2-toluenesulfonic acid C(C)(C)(C)C1=CC=C(C=C1)CC=1C(=CC=CC1)S(=O)(=O)O